2-Aminocyclopentane-1-carbonitrile NC1C(CCC1)C#N